C(C)(C)(C)C=1C=CC(=C(C1)N1N=C2C(=N1)C=CC=C2)O 2-(5-tertiary butyl-2-hydroxyphenyl)benzotriazole